O=C1CC2(C1)CC(C(=NC2)NC2=CC(=CC(=C2)F)F)=O 4-((2,6-dioxo-8-azaspiro[3.5]non-7-en-7-yl)amino)-2,6-difluorobenzene